NC1=CC=C(C=C1)C1C(CC2C(N1C(C1=C(C=CC=C1C)F)=O)CCC2)C(=O)OC cis-methyl 2-(4-amino phenyl)-1-(2-fluoro-6-methyl-benzoyl)-2,3,4,4a,5,6,7,7a-octahydrocyclopenta[b]pyridine-3-carboxylate